ClC1=CC(=C2C(=N1)N(C=C2)CC(=O)NC)C=O 2-(6-chloro-4-formyl-1H-pyrrolo[2,3-b]pyridin-1-yl)-N-methylacetamide